ClC=1C(=CC(=NC1)F)NC1=CC=2C3=C(C(N(C2C=C1)C)=O)OCC([C@@H](N3)C3CC3)(F)F (S)-10-((5-chloro-2-fluoropyridin-4-yl)amino)-2-cyclopropyl-3,3-difluoro-7-methyl-1,2,3,4-tetrahydro-[1,4]oxazepino[2,3-c]quinolin-6(7H)-one